hexadecene CCCCCCCCCCCCCCC=C